ClC1=C2C=NN(C2=C(C=C1)C(=O)NC1CC2(CCC2)C1)CC1=CC=C(C=C1)C1=CC(=NC=C1)OCC 6-(4-Chloro-1-(4-(2-ethoxypyridin-4-yl)benzyl)-1H-indazol-7-carboxamido)spiro[3.3]-heptan